C(C)(C)(C)N(C(O)=O)[C@@H](CC1=CC(=C(C=C1)C#N)F)CO.ClC=1C=C2CC(N(C2=CC1)CC(=O)NCC(C)N1CCCCCC2=C1C=CC=C2)=O 2-(5-chloro-2-oxo-2,3-dihydro-1H-indol-1-yl)-N-[2-(3,4,5,6-tetrahydro-1-benzazocin-1(2H)-yl)propyl]acetamide tert-butyl-(S)-(1-(4-cyano-3-fluorophenyl)-3-hydroxypropan-2-yl)carbamate